2-(TETRAHYDROPYRAN-2-YLOXY)PHENYLBORONIC ACID O1C(CCCC1)OC1=C(C=CC=C1)B(O)O